tert-Butyl (R)-(1'-(5-((5-chloro-4-oxo-3,4-dihydroquinazolin-6-yl)thio)pyrazin-2-yl)-3H-spiro[benzofuran-2,4'-piperidine]-3-yl)carbamate ClC1=C2C(NC=NC2=CC=C1SC=1N=CC(=NC1)N1CCC2(CC1)OC1=C([C@H]2NC(OC(C)(C)C)=O)C=CC=C1)=O